[NH2+]=C(O)N.[Sb]([O-])([O-])([O-])=O.[NH2+]=C(O)N.[NH2+]=C(O)N antimonate uronium